CC(CO)CCC(CO)C 2,5-dimethyl-1,6-hexanediol